C[Si](=[Zr](C1C=C(C2=CC=CC=C12)C(C)(C)C)C1C=CC=C1)C dimethylsilylene(cyclopentadienyl)(3-tert-butylindenyl)zirconium